Keten-Imin C=C=N